N-methylmorpholine-2-carboxamide dihydrochloride Cl.Cl.CNC(=O)C1CNCCO1